C(CCCCC(=O)OCCCCCCCCCCCCCCCC)(=O)OCCCCCCCCCCCCCCCC dicetyl adipate